6-fluoro-7-hydroxy-8-methylchroman-4-one FC=1C=C2C(CCOC2=C(C1O)C)=O